C(C=C)N1N(C2=NC(=NC=C2C1=O)NC1=CC(=C(C=C1)N1CCC(CC1)N(C)C)C)C1=CC=CC(=N1)S(=O)(=O)N 6-(2-allyl-6-((4-(4-(dimethylamino)piperidin-1-yl)-3-methylphenyl)amino)-3-oxo-2,3-dihydro-1H-Pyrazolo[3,4-d]pyrimidin-1-yl)pyridin-2-sulfonamide